Cl.COCC(C1=CC=CC=C1)N1CCC(CC1)CN1N=CC=C(C1=O)C1=CC=CC=C1 2-((1-(2-methoxy-1-phenylethyl)piperidin-4-yl)methyl)-4-phenylpyridazin-3(2H)-one hydrochloride